C(C)(=O)O[C@@H]1CC2=CC[C@H]3[C@@H]4CC=C([C@@]4(C)CC[C@@H]3[C@]2(CC1)C)N1C=NC2=C1C=CC=C2 3β-Acetoxy-17-(1H-benzimidazol-1-yl)-androsta-5,16-diene